ClC1=NC(=NC2=CC=CC=C12)C=1C=NC=CC1 4-chloro-2-(3-pyridyl)quinazoline